N=1SN=C2C1C=CC=C2S(=O)(=O)NC=2SC(=C(C2C(=O)OCCCCCC)C)C Hexyl 2-(benzo[c][1,2,5]thiadiazole-4-sulfonamido)-4,5-dimethylthiophene-3-carboxylate